tert-butyl N-[(3R)-7-[5-(tert-butylcarbamoyl)-1,2,4-oxadiazol-3-yl]-5-[(4-chlorophenyl)methyl]-4-oxo-2,3-dihydro-1,5-benzothiazepin-3-yl]carbamate C(C)(C)(C)NC(=O)C1=NC(=NO1)C=1C=CC2=C(N(C([C@H](CS2)NC(OC(C)(C)C)=O)=O)CC2=CC=C(C=C2)Cl)C1